2,3-dimethylbutylene glycol CC(CO)C(CO)C